(S)-5-methoxy-1,2,3,4-tetrahydronaphthalen-2-amine COC1=C2CC[C@@H](CC2=CC=C1)N